ClC1=NC=C(C(=N1)N(CC1=CC=C(C=C1)C=1N(C=C(N1)C(F)(F)F)C)C1CC1)OC 2-chloro-N-cyclopropyl-5-methoxy-N-(4-(1-methyl-4-(trifluoromethyl)-1H-imidazol-2-yl)benzyl)pyrimidin-4-amine